C1N(CCC2=CC=CC=C12)C[C@H](CN1CCOC2=C(C1=O)C=CC(=C2)OCC2OCCCC2)O 4-[(2R)-3-(3,4-dihydro-1H-isoquinolin-2-yl)-2-hydroxy-propyl]-8-(tetrahydropyran-2-ylmethoxy)-2,3-dihydro-1,4-benzoxazepine-5-one